(3-(((2-Chloro-5-((1-(2,2,2-trifluoroethyl)-1H-pyrazol-4-yl)ethynyl)pyridin-4-yl)amino)methyl)oxetan-3-yl)methanol ClC1=NC=C(C(=C1)NCC1(COC1)CO)C#CC=1C=NN(C1)CC(F)(F)F